diferuloyl-methane C(\C=C\C1=CC(OC)=C(O)C=C1)(=O)CC(\C=C\C1=CC(OC)=C(O)C=C1)=O